(1R,5S,6r)-N-Tert-butyl-6-methyl-3-[1-(propan-2-yl)-1H-imidazol-4-carbonyl]-3-azabicyclo[3.1.0]hexan-6-carboxamid C(C)(C)(C)NC(=O)C1([C@H]2CN(C[C@@H]12)C(=O)C=1N=CN(C1)C(C)C)C